2-(2,4-dioxotetrahydropyrimidin-1(2H)-yl)-5-((4-(pyrazin-2-yl)piperazin-1-yl)methyl)isoindoline-1,3-dione O=C1N(CCC(N1)=O)N1C(C2=CC=C(C=C2C1=O)CN1CCN(CC1)C1=NC=CN=C1)=O